C(C1=CC(O)=C(O)C(O)=C1)(=O)[C@]1(O)[C@H](O)[C@@](O)([C@](O)([C@H](O1)CO)C(C1=CC(O)=C(O)C(O)=C1)=O)C(C1=CC(O)=C(O)C(O)=C1)=O 1,3,4-tri-galloyl-beta-D-glucopyranose